5-(1-fluoro-3-hydroxy-7-{[4,4,4-trifluoro-3-hydroxy-3-(trifluoromethyl)butyl]amino}-5,6,7,8-tetrahydronaphthalen-2-yl)-1λ6,2,5-thiadiazolidine-1,1,3-trione FC1=C(C(=CC=2CCC(CC12)NCCC(C(F)(F)F)(C(F)(F)F)O)O)N1CC(NS1(=O)=O)=O